C1(CCC1)C[C@H](NC(CCC(F)(F)F)=O)C1=CC2=C(NC(=N2)[C@@H](NC(=O)C2=CC=NN2C)C2CCC(CC2)(F)F)C=C1 |o1:5| N-((S)-(5-((S*)-2-Cyclobutyl-1-(4,4,4-trifluorobutanamido)ethyl)-1H-benzo[d]imidazol-2-yl)(4,4-difluorocyclohexyl)methyl)-1-methyl-1H-pyrazole-5-carboxamide